F[C@@]12[C@]3(C=CC(C=C3CC[C@H]1[C@@H]1C[C@@H]([C@](C(COC3(CO)[C@@H](O)[C@H](O[C@H]4[C@H](O)[C@@H](O)[C@@H](O)[C@H](O4)CO)[C@H](O3)CO)=O)([C@]1(C[C@@H]2O)C)O)C)=O)C (11β,16β)-9-fluoro-11,17-dihydroxyl-16-methyl-21-{[4-O-(β-D-galactopyranosyl)-D-fructofuranosyl]oxy}pregna-1,4-diene-3,20-dione